ClC=1C=C2C(=NC(=NC2=C(C1C1=CC(=CC2=CC=CC=C12)O)F)N1CC(C1)N(C)C)N1CC2(C1)CNC2 (S or R)-4-(6-chloro-2-(3-(dimethylamino)azetidin-1-yl)-8-fluoro-4-(2,6-diazaspiro[3.3]heptan-2-yl)quinazolin-7-yl)naphthalen-2-ol